2-{3-[4-(5-Hydroxypyridin-2-yl)-piperazin-1-yl]-3-oxopropyl}-benzoic acid OC=1C=CC(=NC1)N1CCN(CC1)C(CCC1=C(C(=O)O)C=CC=C1)=O